N-((1R,2R,4S)-7-cyano-7-azabicyclo[2.2.1]heptan-2-yl)-3-(cyclopropylmethoxy)-4-(1-methyl-1H-pyrazol-4-yl)benzamide C(#N)N1[C@H]2[C@@H](C[C@@H]1CC2)NC(C2=CC(=C(C=C2)C=2C=NN(C2)C)OCC2CC2)=O